1,6-Anhydro-3-azido-2,4-di-O-benzyl-3-deoxy-β-D-galactopyranose N(=[N+]=[N-])[C@@H]1[C@H]([C@H]2O[C@@H]([C@@H]1OCC1=CC=CC=C1)CO2)OCC2=CC=CC=C2